(S)-3-(4-fluoro-2',4',5,6'-tetramethyl-[1,1'-biphenyl]-3-yl)-3-((S)-2-(3-(2-(3-fluoroazetidin-1-yl)ethyl)-5-methyl-6-oxopyridazin-1(6H)-yl)-4-methyl-valerylamino)propionic acid FC1=C(C=C(C=C1C)C1=C(C=C(C=C1C)C)C)[C@H](CC(=O)O)NC([C@H](CC(C)C)N1N=C(C=C(C1=O)C)CCN1CC(C1)F)=O